5-ethoxy-3,3-difluoro-5-(4-fluorophenyl)pyrrolidin-2-one C(C)OC1(CC(C(N1)=O)(F)F)C1=CC=C(C=C1)F